D-Pantothenamide C(CCNC([C@@H](O)C(C)(C)CO)=O)(=O)N